FC(C=1OC(=NN1)N1[C@H](C2=C(CC1)NC=N2)C2=NN1C(C(=CC=C1)OC(F)(F)F)=C2)F (R)-2-(difluoromethyl)-5-(4-(4-(trifluoromethoxy)pyrazolo[1,5-a]pyridin-2-yl)-1,4,6,7-tetrahydro-5H-imidazo[4,5-c]pyridin-5-yl)-1,3,4-oxadiazole